FC=1C=C(C=C(C1)F)NC(NC1=C(C(=O)N)C=CC=C1)=O 2-[3-(3,5-difluorophenyl)ureido]benzamide